4-[3-(1-adamantyl)-9H-carbazole-9-yl]benzaldehyde C12(CC3CC(CC(C1)C3)C2)C=2C=CC=3N(C1=CC=CC=C1C3C2)C2=CC=C(C=O)C=C2